O[C@@]12CCC([C@]2(CCC(C1)=O)C)=O (3AS,7AS)-hexahydro-3A-hydroxy-7A-methyl-1,5-indenedione